2,3,4,5,6-pentamethylphenylsulphonyl chloride CC1=C(C(=C(C(=C1C)C)C)C)S(=O)(=O)Cl